2-(6-{[4-(2-Amino-6-fluoro-8-methoxy-4-quinazolinyl)-1H-1,2,3-triazol-1-yl]methyl}-2-pyridyl)-2-propanol NC1=NC2=C(C=C(C=C2C(=N1)C=1N=NN(C1)CC1=CC=CC(=N1)C(C)(C)O)F)OC